NOC(=O)CCO 2-(aminocarboxy)ethan-1-ol